3-AMINOFURAN-2-CARBALDEHYDE NC1=C(OC=C1)C=O